ClC1=CC(=C(C(=O)O)C=C1)NCC=1SC=CC1 4-Chloro-2-((thiophen-2-ylmethyl)amino)benzoic Acid